N-cyclopentyl-2-(piperidin-4-yl)benzo-[d]thiazole-5-carboxamide C1(CCCC1)NC(=O)C=1C=CC2=C(N=C(S2)C2CCNCC2)C1